2-((2S,4R)-4-amino-1-(6-chloroimidazo[1,2-a]pyridine-2-carbonyl)pyrrolidin-2-yl)-N-((1-amino-5,7-dimethylisoquinolin-6-yl)methyl)thiazole-4-carboxamide N[C@@H]1C[C@H](N(C1)C(=O)C=1N=C2N(C=C(C=C2)Cl)C1)C=1SC=C(N1)C(=O)NCC=1C(=C2C=CN=C(C2=CC1C)N)C